O=C1O[C@@H]2[C@@H](CN(CC2)C(=O)OC(C)(C)C)N1 tert-butyl (3aR,7aS)-2-oxohexahydrooxazolo[4,5-c]pyridine-5(4H)-carboxylate